6-(3-Amino-1,4-dimethyl-1H-pyrazol-5-yl)-7-methyl-5-(4-((4-methylpyrimidin-2-yl)oxy)phenyl)-7H-pyrrolo[2,3-d]pyrimidin-4-amine NC1=NN(C(=C1C)C1=C(C2=C(N=CN=C2N)N1C)C1=CC=C(C=C1)OC1=NC=CC(=N1)C)C